(S)-N-(4-(3-aminopiperidin-1-yl)-5-(1-(1-methoxy-2-methylpropan-2-yl)-1H-pyrazol-4-yl)pyridin-2-yl)-2-(2-fluoro-6-methoxyphenyl)pyrimidin-4-amine N[C@@H]1CN(CCC1)C1=CC(=NC=C1C=1C=NN(C1)C(COC)(C)C)NC1=NC(=NC=C1)C1=C(C=CC=C1OC)F